6-chloro-4-(trifluoromethyl)nicotinoyl chloride ClC1=NC=C(C(=O)Cl)C(=C1)C(F)(F)F